[Pb].C1(CCC(N1)=O)=O succinimide lead